4-[(dimethylamino)methyl]nonylphenol CN(C)CC(CCCC1=C(C=CC=C1)O)CCCCC